N-octadecyl-N-1,2-dicarboxyethyl-sulfosuccinamide tetrasodium salt [Na+].[Na+].[Na+].[Na+].C(CCCCCCCCCCCCCCCCC)N(C(C(CC(=O)[NH-])S(=O)(=O)[O-])=O)C(CC(=O)[O-])C(=O)[O-]